1,1-difluoroethane sodium [Na].FC(C)F